N1CCC2(CC1)CC1=C(N=CS1)CC2 4,7-dihydro-5H-spiro[benzo[d]thiazole-6,4'-piperidin]